(3R)-3-({2-[3-(S-methylsulfonimidoyl)phenyl][1,2,4]triazolo[1,5-c]quinazolin-5-yl}amino)azepan-2-one CS(=O)(=N)C=1C=C(C=CC1)C1=NN2C(=NC=3C=CC=CC3C2=N1)N[C@H]1C(NCCCC1)=O